(5-((6,7-Dimethoxyquinolin-4-yl)oxy)pyridin-2-yl)-2,5-dioxo-1-phenyl-1,2,5,6,7,8-hexahydroquinoline-3-carboxamide COC=1C=C2C(=CC=NC2=CC1OC)OC=1C=CC(=NC1)C1=C(C(N(C=2CCCC(C12)=O)C1=CC=CC=C1)=O)C(=O)N